(23S,26S)-1-amino-23-isopropyl-26-methyl-21,24-dioxo-3,6,9,12,15,18-hexaoxa-22,25-diazaheptacosane-27-amide NCCOCCOCCOCCOCCOCCOCCC(N[C@H](C(N[C@H](C(=O)N)C)=O)C(C)C)=O